FC1=C(C=CC=C1F)C1=CN=C2N1C=CC=C2C2=CC=C(C(=N2)C(=O)NC2=CC=C(C=C2)F)C(F)(F)F 6-(3-(2,3-difluorophenyl)imidazo[1,2-a]pyridin-8-yl)-N-(4-fluorophenyl)-3-(trifluoromethyl)pyridine-2-carboxamide